[OH-].OCC[N+](C)(CCO)CCO tri(2-hydroxyethyl)methyl-ammonium hydroxide